[4-Chloro-1-[4-(1,1-difluoroethyl)phenyl]sulfonyl-indazol-3-yl]-4,4-difluoro-pyrrolidin-3-ol ClC1=C2C(=NN(C2=CC=C1)S(=O)(=O)C1=CC=C(C=C1)C(C)(F)F)N1CC(C(C1)(F)F)O